8-[(2S,5R)-4-[(2,6-difluorophenyl)methyl]-2,5-dimethylpiperazin-1-yl]-5-methyl-6-oxo-5,6-dihydro-1,5-naphthyridine-2-carbonitrile FC1=C(C(=CC=C1)F)CN1C[C@@H](N(C[C@H]1C)C1=CC(N(C=2C=CC(=NC12)C#N)C)=O)C